BrC1=C(C#N)C=CC(=C1F)N(C)CCOC 2-Bromo-3-fluoro-4-((2-methoxyethyl)(methyl)amino)benzonitrile